8-Amino-7-(7-fluoro-1H-indazol-4-yl)-5-methoxy-10H-pyrido[2,3-f]quinoxalin-9-one NC1=C(C2=C(C=3N=CC=NC3C(=C2)OC)NC1=O)C1=C2C=NNC2=C(C=C1)F